3-methyl-6-(pyridin-2-ylamino)pyridine CC=1C=NC(=CC1)NC1=NC=CC=C1